1-(4-(2-(4-methoxyphenyl)propan-2-yl)thiazol-2-yl)-3-(4-(piperidin-4-yl-amino)benzyl)urea COC1=CC=C(C=C1)C(C)(C)C=1N=C(SC1)NC(=O)NCC1=CC=C(C=C1)NC1CCNCC1